N(=[N+]=[N-])C1CC(C1)[C@H](C)OCC1=CC=CC=C1 (((S)-1-((1r,3S)-3-azidocyclobutyl)ethoxy)methyl)benzene